COC(/C(=C\C1=CC=C(C=C1)NC(C)=O)/N=[N+]=[N-])=O (E)-3-(4-acetamidophenyl)-2-azidoacrylic acid methyl ester